7-(imidazo[1,2-b]pyridazin-3-ylethynyl)-6-methyl-N-(3-(4-methyl-1H-imidazol-1-yl)-5-(trifluoromethyl)phenyl)benzo[d]isoxazol-3-amine N=1C=C(N2N=CC=CC21)C#CC2=C(C=CC=1C(=NOC12)NC1=CC(=CC(=C1)C(F)(F)F)N1C=NC(=C1)C)C